(E)-4-chloro-N-(4-(8-(4-chloro-1,2,6-trimethyl-1H-benzo[d]imidazol-5-yl)-1-ethylindolizine-3-carbonyl)-2,6-difluorophenyl)but-2-enamide ClC/C=C/C(=O)NC1=C(C=C(C=C1F)C(=O)C1=CC(=C2C(=CC=CN12)C1=C(C2=C(N(C(=N2)C)C)C=C1C)Cl)CC)F